FC1=CC=C(C=C1)C1=NN2C(N[C@@H](CC2)CO)=C1C=1C=CC(N(N1)C1=C(C=CC=C1)C)=O 6-[(5S)-2-(4-fluorophenyl)-5-(hydroxymethyl)-4,5,6,7-tetrahydropyrazolo[1,5-a]pyrimidin-3-yl]-2-(2-methylphenyl)pyridazin-3(2H)-one